4-oxo-6-((1R,2S)-2-(pyrimidin-2-yl)cyclobutyl)-4,5-dihydro-1H-pyrazolo[3,4-d]pyrimidine-3-carbonitrile O=C1C2=C(N=C(N1)[C@H]1[C@H](CC1)C1=NC=CC=N1)NN=C2C#N